(E)-3-(6-amino-5-fluoro-2-methoxy-3-pyridinyl)prop-2-enoic acid ethyl ester C(C)OC(\C=C\C=1C(=NC(=C(C1)F)N)OC)=O